ClC=1C=NC=C(C1[C@@H](C)OC=1C=C2C(=NNC2=CC1)NC1=C(C=CC=C1)NC(C=C)=O)Cl (R)-N-(2-((5-(1-(3,5-dichloropyridin-4-yl)ethoxy)1H-indazol-3-yl)amino)phenyl)acrylamide